N\C(\C(=O)OCC)=N/N1C(CCC1C1=CC=CC=C1)=O ethyl (2Z)-2-amino-2-(2-oxo-5-phenyl-pyrrolidin-1-yl)imino-acetate